(7R,14R)-1-(difluoromethoxy)-10-fluoro-11-[2-(2-hydroxypropan-2-yl)pyrimidin-5-yl]-4-(trifluoromethyl)-6,7-dihydro-7,14-methanobenzimidazo[1,2-b][2,5]benzodiazocin-5(14H)-one FC(OC1=CC=C(C=2C(N[C@H]3C=4N([C@@H](C21)C3)C3=C(N4)C=C(C(=C3)C=3C=NC(=NC3)C(C)(C)O)F)=O)C(F)(F)F)F